FC=1C=C2C(=NC1)N(C=C2C2CCN(CC2)C2=CC1=C(C=N2)N=C(S1)N1CCOCC1)C 4-(6-(4-(5-fluoro-1-methyl-1H-pyrrolo[2,3-b]pyridin-3-yl)piperidin-1-yl)thiazolo[4,5-c]pyridin-2-yl)morpholine